tert-Butyl N-tert-butoxycarbonyl-(3-((1R,3R)-2,2-dichloro-3-(3,4,5-trichlorophenyl)cyclopropane-1-carboxamido)-2,6-difluorophenyl)carbamate C(C)(C)(C)OC(=O)N(C(OC(C)(C)C)=O)C1=C(C(=CC=C1F)NC(=O)[C@@H]1C([C@H]1C1=CC(=C(C(=C1)Cl)Cl)Cl)(Cl)Cl)F